C1(CC1)C([C@@H](C(=O)NC1=C(C=C(C(=C1)C)C(C(=O)N(CC(F)(F)F)C)C)F)NC(=O)C1=CC=NN1CC)C1CC1 N-((2S)-1,1-dicyclopropyl-3-((2-fluoro-5-methyl-4-(1-(methyl(2,2,2-trifluoroethyl)amino)-1-oxopropan-2-yl)phenyl)amino)-3-oxopropan-2-yl)-1-ethyl-1H-pyrazole-5-carboxamide